1-(3-(6-methyl-3-(4-(trifluoro-methyl)phenyl)-1H-pyrazolo[4,3-b]pyridin-1-yl)pyrrolidin-1-yl)-prop-2-en-1-one CC=1C=C2C(=NC1)C(=NN2C2CN(CC2)C(C=C)=O)C2=CC=C(C=C2)C(F)(F)F